C[C@@H]1O[C@@H](CN(C1)C=1N=NC(=C2C1C=NC=C2)C2=C(C=C(C=C2)C(F)(F)F)O)C 2-(4-((cis)-2,6-dimethylmorpholino)pyrido[3,4-d]pyridazin-1-yl)-5-(trifluoromethyl)phenol